ClC=1C=NC(=NC1)C1CCN(CC1)C=1N=C(C2=C(N1)CC[S@]2=O)NC2(CCC2)CO [1-[[(5R)-2-[4-(5-chloropyrimidin-2-yl)piperidin-1-yl]-5-oxo-6,7-dihydrothieno[3,2-d]pyrimidin-4-yl]amino]cyclobutyl]methanol